tert-butyl N-[8-(3-methoxy-4-nitro-pyrazol-1-yl) octyl]carbamate COC1=NN(C=C1[N+](=O)[O-])CCCCCCCCNC(OC(C)(C)C)=O